C(C1CO1)OC(CC[Si](OCC)(OCC)OCC)CC 3-glycidoxyamyl-triethoxysilane